C(CCCCCCCC)C1=C(C=CC=C1)P(OC1=C(C=CC=C1)CCCCCCCCC)([O-])=O (n-nonylphenyl) ((n-nonylphenyl) phosphonate)